CO[SiH2]CC(C)[SiH2]OC 1,2-bis(methoxysilyl)propane